3-[3-(2-chloro-6-methyl-4-pyridinyl)-5-[(3-hydroxycyclobutyl)amino]pyrazolo[1,5-a]pyrimidin-2-yl]benzonitrile ClC1=NC(=CC(=C1)C=1C(=NN2C1N=C(C=C2)NC2CC(C2)O)C=2C=C(C#N)C=CC2)C